3-[(3R)-3-[4-amino-2-oxo-3-(4-phenoxyphenyl)-1H,2H,3H-imidazo[4,5-c]pyridin-1-yl]piperidin-1-yl]-3-bromobenzoyl-acetonitrile NC1=NC=CC2=C1N(C(N2[C@H]2CN(CCC2)C2(CC(C(=O)CC#N)=CC=C2)Br)=O)C2=CC=C(C=C2)OC2=CC=CC=C2